CN(CCCCC(=O)OC(C(=O)[O-])(C(CCCCC)CCCCC)CC(C)(COC(CC(CCCCC)CCCCC)=O)COC(CC(CCCCC)CCCCC)=O)C ((5-(dimethylamino)pentanoyl)oxy)-2,2-bis(((3-pentyloctanoyl)oxy)methyl)propyl-3-pentyloctanoate